C(C)(C)(C)OC(=O)N[C@](C(=O)O)(CC=C)C (S)-2-((tert-butoxycarbonyl)amino)-2-methylpent-4-enoic acid